11-acetyl-9-fluoro-2-methyl-4,5-dihydropyrazolo[4',3':3,4]pyrido[2,1-b]quinazolin-7(2H)-one C(C)(=O)C=1C=C(C=C2C(N3C(=NC12)C=1C(CC3)=NN(C1)C)=O)F